aminoacetic acid ethyl ester C(C)OC(CN)=O